COC1=C(CNC(=O)C=2C=C(C(=C3C=4CC(CCC4NC23)NC(OC(C)(C)C)=O)C2=C(C=CC=C2)C(F)(F)F)F)C=CC(=C1)OC tert-butyl (8-((2,4-dimethoxybenzyl)carbamoyl)-6-fluoro-5-(2-(trifluoromethyl)phenyl)-2,3,4,9-tetrahydro-1H-carbazol-3-yl)carbamate